tert-butyl (1R,3S,5S)-3-({6-[6-methoxy-5-(2-methyl-1,2,3-triazol-4-yl)pyridin-2-yl] pyridazin-3-yl}amino)-8-azabicyclo[3.2.1]octane-8-carboxylate COC1=C(C=CC(=N1)C1=CC=C(N=N1)NC1C[C@H]2CC[C@@H](C1)N2C(=O)OC(C)(C)C)C2=NN(N=C2)C